C(C)(C)(C)OC(=O)NCCCCN1C(=NC2=C1C=CS2)COCC 1-(4-((tert-butoxycarbonyl)amino)butyl)-2-(ethoxymethyl)-1H-imidazolo[4,5-d]thiophene